(S)-2-amino-3-((2-(3-methoxybenzamido)benzyl)amino)propionic acid N[C@H](C(=O)O)CNCC1=C(C=CC=C1)NC(C1=CC(=CC=C1)OC)=O